(5-((2-(2,5-dioxo-2,5-dihydro-1H-pyrrol-1-yl)ethyl)(methyl)amino)pentyl)carbamic acid tert-butyl ester C(C)(C)(C)OC(NCCCCCN(C)CCN1C(C=CC1=O)=O)=O